BrC=1C(=NC(=NC1)NC1=CC2=C(OCCO2)C=C1)NC=1C=C2C(=NC1)NC(O2)=O 6-((5-bromo-2-((2,3-dihydrobenzo[b][1,4]dioxin-6-yl)amino)pyrimidin-4-yl)amino)oxazolo[4,5-b]pyridin-2(3H)-one